Cl.C=1N=CN2C1C(=NC=C2)N2CCC1(CN(C(N1)=O)CC(=O)NC1=CC=C(C=C1)C(F)(F)F)CC2 2-(8-(Imidazo[1,5-a]pyrazin-8-yl)-2-oxo-1,3,8-triazaspiro[4.5]decan-3-yl)-N-(4-(trifluoromethyl)phenyl)acetamide hydrochloride